C(C1=CC=CC=C1)NC(=O)C12C(C3C(C(N1)=O)C(CN3CC(C)C)C2)CC(C)C N-benzyl-1,7-diisobutyl-4-oxooctahydro-6H-3,6-methanopyrrolo[3,2-c]pyridine-6-carboxamide